C1(=CC=C(C=C1)N)C1=CC=C(C=C1)N Biphenyl-4,4'-diamine